1,3,5-tricyanomethyl-hexahydro-s-triazine C(#N)CN1CN(CN(C1)CC#N)CC#N